((L-valyl)amino)-3,3-dideutero-1-propanesulfonic acid N[C@@H](C(C)C)C(=O)NC(CC([2H])[2H])S(=O)(=O)O